BrC=1C=CC(=C(C1)/C=C/C(=O)C=1C(=C2C=CC(OC2=CC1OC)(C)C)O)OCC (E)-3-(5-bromo-2-ethoxyphenyl)-1-(5-hydroxy-7-methoxy-2,2-dimethyl-2H-chromen-6-yl)prop-2-en-1-one